O1C(=NC2=C1C=CC=C2)C2=C(C(N(C(=N2)C2=NC1=C(N2C23CC(C2)C3)C=CC=C1)C)=O)O 6-(1,3-benzoxazol-2-yl)-2-(1-{bicyclo[1.1.1]pentan-1-yl}-1,3-benzodiazol-2-yl)-5-hydroxy-3-methylpyrimidin-4-one